2-methyl-N-((1R)-3-methyl-8-aza-spiro[4.5]decan-1-yl)propane-2-sulfinamide CC(C)(C)S(=O)N[C@@H]1CC(CC12CCNCC2)C